BrC=1C(=CC2=C(OCC(N2C)=O)N1)Br 6,7-dibromo-1-methyl-1H-pyrido[2,3-b][1,4]oxazin-2(3H)-one